3-phenylamino-5-ethyl-1H-1,2,4-triazole C1(=CC=CC=C1)NC1=NNC(=N1)CC